CC1(COB(OC1)C1=C(C(=O)[O-])C=CC=C1C)C 2-(5,5-dimethyl-1,3,2-dioxaborinan-2-yl)-3-methyl-benzoate